S1C(=NC=C1)C1CC2=C(O1)C(C1=CC=CC=C1C2=O)=O (2-thiazolyl)-2,3-dihydronaphtho[2,3-b]Furan-4,9-dione